C(C)(C)(C)[Si](N=S(=O)(N)C=1SC=C(C1)CC)(C)C N'-(tert-butyl-dimethyl-silyl)-4-ethylthiophene-2-sulfonimidamide